C(#N)[C@H]1NC[C@H](C1)F (2S,4S)-2-cyano-4-fluoro-pyrrolidine